C(C)(C)(C)OC(=O)N1CCC(CCCC1)C(=O)O 1-(tert-butoxycarbonyl)azocane-4-carboxylic acid